FC=1C=C(CC2=C(C(=C3CN(C(C3=C2)=O)[C@H]2COCC[C@@H]2O)C)C)C=CC1OC 6-(3-fluoro-4-methoxybenzyl)-2-[(3S,4S)-4-hydroxytetrahydro-2H-pyran-3-yl]-4,5-dimethyl-2,3-dihydro-1H-isoindol-1-one